2-(1-methylethyl)-4-[[4-[2-nitro-4-(trifluoromethyl)phenyl]-1-piperazinyl]carbonyl]-1(2H)-phthalazinone CC(C)N1C(C2=CC=CC=C2C(=N1)C(=O)N1CCN(CC1)C1=C(C=C(C=C1)C(F)(F)F)[N+](=O)[O-])=O